3-((1H-indazol-4-yl)methyl)-7-(isothiazolo[5,4-b]pyridin-4-ylmethyl)-5-methyl-3,5-dihydro-4H-pyridazino[4,5-b]indol-4-one N1N=CC2=C(C=CC=C12)CN1N=CC2=C(N(C=3C=C(C=CC23)CC2=C3C(=NC=C2)SN=C3)C)C1=O